methyl 2-((4-(4-(5-fluoroisoindoline-2-carboxamido) phenyl)bicyclo[2.2.2]octan-1-yl) amino)-2-oxoacetate FC=1C=C2CN(CC2=CC1)C(=O)NC1=CC=C(C=C1)C12CCC(CC1)(CC2)NC(C(=O)OC)=O